C(C)OC1=CN=CC(=N1)C1=CN=C(S1)C(=O)O 5-(6-ethoxypyrazin-2-yl)-1,3-thiazole-2-carboxylic acid